BrC=1C=C(C=CC1)S(=NC(OC(C)(C)C)=O)(=NC(OC(C)(C)C)=O)C di-tert-butyl ((3-bromophenyl)(methyl)-λ6-sulfanediylidene)dicarbamate